6-bromo-2-fluoro-pyridine-3-carbaldehyde BrC1=CC=C(C(=N1)F)C=O